2-[4-iodophenyl]-3-[4-nitrophenyl]-5-[2,4-disulfophenyl]-2H-tetrazolium monosodium salt [Na+].IC1=CC=C(C=C1)N1[NH2+]C(=NN1C1=CC=C(C=C1)[N+](=O)[O-])C1=C(C=C(C=C1)S(=O)(=O)O)S(=O)(=O)O